4-Amino-7-(1'-formyl-2',3',5'-O-tribenzyl-β-D-ribofuranosyl)pyrrolo[2,1-f][1,2,4]triazine NC1=NC=NN2C1=CC=C2[C@H]2[C@](O)([C@](O)([C@H](O2)COCC2=CC=CC=C2)CC2(CC=CC=C2)C=O)CC2=CC=CC=C2